trichloro(N,N-dimethyloctylamine) boron [B].ClC(CCCCCCCN(C)C)(Cl)Cl